(racemic)-4-(3-chloro-4-(9-(3-fluorobenzyl)-6-(1-methylcyclopropoxy)-9H-purin-8-yl)phenoxy)-2-methylbutanoic acid ClC=1C=C(OCC[C@H](C(=O)O)C)C=CC1C=1N(C2=NC=NC(=C2N1)OC1(CC1)C)CC1=CC(=CC=C1)F |r|